ClC1=NC=2N(C(=C1)NCC=1N=C3N(C=C(C=C3C(F)(F)F)C3CC3)C1)N=CC2C2CC2 5-chloro-3-cyclopropyl-N-((6-cyclopropyl-8-(trifluoromethyl)imidazo[1,2-a]pyridin-2-yl)methyl)pyrazolo[1,5-a]pyrimidin-7-amine